propyl-3,4,5-trihydroxybenzoate C(CC)OC(C1=CC(=C(C(=C1)O)O)O)=O